C(CCCCCCCCCCCCCCCCCCCCC)(=O)OCC(O)CO glyceryl monobehenate